pentamethylcyclopentadienyl-(1-isopropyl-benz[e]indenyl)hafnium CC1=C(C(=C(C1([Hf]C=1CC=2C=CC3=C(C2C1C(C)C)C=CC=C3)C)C)C)C